NC1=C(C(=NN1C1CC1)CC)C#N 5-amino-1-cyclopropyl-3-ethylpyrazole-4-carbonitrile